[Li+].S(=O)(=O)([O-])[O-].[Na+] sodium sulfate, lithium salt